trimethoxysilylmethyl-(diethylamino)(triethoxysilylpropylamino)methyl ethyl sulfide C(C)SC(NCCC[Si](OCC)(OCC)OCC)(N(CC)CC)C[Si](OC)(OC)OC